Ethyl (E)-3-[2-fluoro-3-(3-methylimidazo[1,2-a]pyrazin-8-yl)phenyl]-2-methyl-prop-2-enoate FC1=C(C=CC=C1C=1C=2N(C=CN1)C(=CN2)C)/C=C(/C(=O)OCC)\C